[4-chloro-3-[(4-ethoxyphenyl)methyl]phenyl]magnesium bromide ClC1=C(C=C(C=C1)[Mg]Br)CC1=CC=C(C=C1)OCC